9,9',9'',9'''-(4-cyano-6-(pyridin-4-yl)benzene-1,2,3,5-tetrayl)tetrakis(9H-carbazole-3,6-dicarbonitrile) C(#N)C1=C(C(=C(C(=C1N1C2=CC=C(C=C2C=2C=C(C=CC12)C#N)C#N)C1=CC=NC=C1)N1C2=CC=C(C=C2C=2C=C(C=CC12)C#N)C#N)N1C2=CC=C(C=C2C=2C=C(C=CC12)C#N)C#N)N1C2=CC=C(C=C2C=2C=C(C=CC12)C#N)C#N